OC1=C(C2=CC(=CC=C2C=C1)O)P1(OC2=C(C=CC=C2C=2C=CC=CC12)CC1=CC=CC=C1)=O 10-(2,7-dihydroxy-1-naphthyl)-8-benzyl-9,10-dihydro-9-oxa-10-phosphaphenanthrene-10-oxide